FC(CN1N=CC(=C1)C(C)=O)(F)F 1-(1-(2,2,2-trifluoroethyl)-1H-pyrazol-4-yl)ethanone